5-((tert-butyldimethylsilyl)oxy)-2-methyl-4-(4-phenoxy-7H-pyrrolo[2,3-d]pyrimidin-7-yl)cyclopentanone tert-butyl-piperazine-1-carboxylate C(C)(C)(C)OC(=O)N1CCNCC1.[Si](C)(C)(C(C)(C)C)OC1C(CC(C1=O)C)N1C=CC2=C1N=CN=C2OC2=CC=CC=C2